COC(C1=CC(=CC(=C1)Cl)C)=O 5-chloro-3-methyl-benzoic acid methyl ester